C(C=C)(=O)N1[C@H](CN(C[C@H]1C)C1=NC(N2C3=C(C(=C(C=C13)C(F)(F)F)C1=C(C=C(C=C1)F)F)SCC1(C2)COC1)=O)C 8'-((3S,5R)-4-Acryloyl-3,5-dimethylpiperazin-1-yl)-11'-(2,4-difluorophenyl)-10'-(trifluoromethyl)-2'H,4'H,6'H-spiro[oxetane-3,3'-[1,4]thiazepino[2,3,4-ij]quinazolin]-6'-one